C(C1=CC=CC=C1)OC(=O)N1C(CNCC1)CC#N 2-(cyanomethyl)piperazine-1-carboxylic acid benzyl ester